3-(aminomethyl)-1-phenylpyrrolidin-2-one NCC1C(N(CC1)C1=CC=CC=C1)=O